C(C)(C)(C)OC(N(C)[C@H](C(=O)N1C[C@]2(C([C@H]1C(N)=O)([2H])[2H])C(NC1=CC=CC=C12)=O)CC(C)C)=O ((S)-1-((3R,5'S)-5'-carbamoyl-2-oxospiro[indoline-3,3'-pyrrolidin]-1'-yl-4',4'-d2)-4-methyl-1-oxopentan-2-yl)(methyl)carbamic acid tert-butyl ester